C1(CCC1)C1=CC=C2C=C(C(=NC2=C1S(NC1=CC=CC=C1)(=O)=O)OC)C(=O)O 7-cyclobutyl-8-[dioxo(phenylamino)sulfanyl]-2-methoxyquinoline-3-carboxylic acid